Isopropyl Caffeate C(\C=C\C1=CC(O)=C(O)C=C1)(=O)OC(C)C